CC1=CC=C(C=C1)S(=O)(=O)OCC1CN(C1)C1=CC=C(C=C1)[N+](=O)[O-] (1-(4-nitrophenyl)azetidin-3-yl)methyl 4-methylbenzenesulfonate